dimethoxyethyl-dimethoxypropaneN COC(CC(=C(OC)OC)C)OC